C[C@]12[C@H](OCOC1)C1=CC=C(C=C1C2)C |r| (4aRS,9bRS)-4a,7-dimethyl-4,4a,5,9b-tetrahydroindeno[1,2-d][1,3]dioxine